C1OC=2C=C(C=CC(=O)SCCNC(CCNC([C@@H](C(COP(OP(OC[C@@H]3[C@H]([C@H]([C@@H](O3)N3C=NC=4C(N)=NC=NC34)O)OP(=O)(O)O)(=O)O)(=O)O)(C)C)O)=O)=O)C=CC2O1 3,4-methylenedioxycinnamoyl-CoA